3-METHYL-1H-PYRAZOLE-4-CARBOXYLIC ACID CC1=NNC=C1C(=O)O